2,4-dibromo-6-fluorophenol BrC1=C(C(=CC(=C1)Br)F)O